1,6-diisopropyl-3,8-dibromopyrene C(C)(C)C1=CC(=C2C=CC3=C(C=C(C4=CC=C1C2=C34)Br)C(C)C)Br